4-(3-methoxypropyl)phenylglyoxylic acid COCCCC1=CC=C(C=C1)C(C(=O)O)=O